calcium dodecyl sulfide C(CCCCCCCCCCC)SCCCCCCCCCCCC.[Ca]